N[C@@H]1[C@@H](CN(CC1)C(=O)O)NC(=O)OCC[Si](C)(C)C Cis-4-amino-3-(((2-(trimethylsilyl)ethoxy)carbonyl)amino)piperidine-1-carboxylic acid